(E)-6-(2-(1-trityl-1H-imidazol-4-yl)benzylidene)-7,8-dihydrophthalazin-5(6H)-one C(C1=CC=CC=C1)(C1=CC=CC=C1)(C1=CC=CC=C1)N1C=NC(=C1)C1=C(\C=C/2\C(C=3C=NN=CC3CC2)=O)C=CC=C1